6-amino-1-[(2,5-dichlorophenyl)methyl]-3,4-dihydroquinolin-2-one NC=1C=C2CCC(N(C2=CC1)CC1=C(C=CC(=C1)Cl)Cl)=O